r-caprolactone C1(CCCCCO1)=O